N2'-(disulfanediylbis(2,1-phenylene))bis(6-(3-ethoxyphenyl)-1,3,5-triazine-2,4-diamine) S(SC1=C(C=CC=C1)NC1=NC(=NC(=N1)N)C1=CC(=CC=C1)OCC)C1=C(C=CC=C1)NC1=NC(=NC(=N1)N)C1=CC(=CC=C1)OCC